N-formyl-tetrahydroquinoline C(=O)N1CCCC2CC=CC=C12